ethyl 4-(1H-imidazolylmethyl)-phenylvalerate N1(C=NC=C1)CC1=CC=C(C=C1)C(C(=O)OCC)CCC